4-hydroxy-1-isobutyl-N-(4-(4-methylpiperazin-1-yl)phenyl)-2-oxo-1,2-dihydroquinoline-3-carboxamide hydrochloride Cl.OC1=C(C(N(C2=CC=CC=C12)CC(C)C)=O)C(=O)NC1=CC=C(C=C1)N1CCN(CC1)C